N1-(3-((4-(bis(4-chlorophenyl)methyl)piperazin-1-yl)methyl)-4-(trifluoromethyl)phenyl)-N2,N2-dimethyl-N1-propylethan-1,2-diamine ClC1=CC=C(C=C1)C(N1CCN(CC1)CC=1C=C(C=CC1C(F)(F)F)N(CCN(C)C)CCC)C1=CC=C(C=C1)Cl